1-(cyclopropylmethyl)-4-methyl-1H-pyrazole-5-carboxylic acid C1(CC1)CN1N=CC(=C1C(=O)O)C